C(C1=CC=CC=C1)C=1C(=CNC1)S(=O)(=O)NC1=C(C=C(C(=C1)F)C(F)(F)F)F 4-benzyl-N-[2,5-difluoro-4-(trifluoromethyl)phenyl]-1H-pyrrole-3-sulfonamide